Cyclopropanecarboxaldehyde C1(CC1)C=O